ClC=1C(=C2C=NNC2=C(C1F)C(C)NC(C(F)(F)F)=O)C=1N=CC=2N(C1)C=C(N2)NC(=O)C2C(C2)F N-(6-(5-chloro-6-fluoro-7-(1-(2,2,2-trifluoroacetamido)ethyl)-1H-indazol-4-yl)imidazo[1,2-a]pyrazin-2-yl)-2-fluorocyclopropane-1-carboxamide